ClC1=C(C(=C(C=2CN3[C@@H](COC21)CN(CC3)C(C=C)=O)F)F)C3=C(C=CC=C3O)Cl 1-[(12aR)-10-chloro-9-(2-chloro-6-hydroxyphenyl)-7,8-difluoro-3,4,12,12a-tetrahydro-6H-pyrazino[2,1-c][1,4]benzoxazepin-2(1H)-yl]prop-2-en-1-one